N-(5-((6-(3-cyanophenyl)-8-methyl-7-oxo-5,6,7,8-tetrahydropyrimido[4,5-d]pyrimidin-2-yl)amino)-2-((2-(dimethylamino)ethyl)(methyl)amino)-4-methoxyphenyl)acrylamide C(#N)C=1C=C(C=CC1)N1C(N(C2=C(C1)C=NC(=N2)NC=2C(=CC(=C(C2)NC(C=C)=O)N(C)CCN(C)C)OC)C)=O